N1(CCCC1)CCCNC(=O)C1=CC2=C(N3C(S2)=NC(=C3)C=3C=C(C=CC3)C)C=C1 N-(3-(pyrrolidin-1-yl)propyl)-2-(m-tolyl)benzo[d]imidazo[2,1-b]thiazole-7-carboxamide